BrC1=C(C=CC=C1)C 1-bromo-2-methylbenzene